Sec-butyl 2-((1-oxo-3,4-dihydro-2,7-naphthyridin-2(1H)-yl)methyl)benzofuran-7-carboxylate O=C1N(CCC2=CC=NC=C12)CC=1OC2=C(C1)C=CC=C2C(=O)OC(C)CC